[N+](=O)([O-])C=1C=C(OCC(=O)N2CCN(CC2)C(=O)OC(C)(C)C)C=CC1 Tert-butyl 4-(2-(3-nitrophenoxy)acetyl)piperazine-1-carboxylate